(3Z)-6,6-dipropoxy-3-hexen-1-ol C(CC)OC(C\C=C/CCO)OCCC